FC1=C(C(=C(C=C1)[C@@H]1[C@H](O[C@H](C1)C(F)(F)F)C(=O)NC1=CC(=NC=C1)C(=O)N)OC)C (2S,3R,5R)-4-[[3-(4-Fluoro-2-methoxy-3-methyl-phenyl)-5-(trifluoromethyl)tetrahydrofuran-2-carbonyl]amino]pyridin-2-carboxamid